C(C)N(S(=O)(=O)C1=CC=C(C=C1)S(=O)(=O)N1C[C@@H](CCC1)C(=O)NC1=CC=C(C=C1)F)CC (R)-1-((4-(N,N-diethylsulfamoyl)phenyl)sulfonyl)-N-(4-fluorophenyl)piperidine-3-carboxamide